ClC=1C(=C(C(=CC1)S(=O)(=O)C)C1=CN=C(C(=N1)C(=O)NC=1C=NN(C1)CC=1C(=NC(=NC1)N1C([C@@H]2C[C@@H]2C1)=O)C)C)F 6-(3-chloro-2-fluoro-6-(methylsulfonyl)phenyl)-3-methyl-N-(1-((4-methyl-2-((1r,5s)-2-oxo-3-azabicyclo[3.1.0]hex-3-yl)pyrimidin-5-yl)methyl)-1H-pyrazol-4-yl)pyrazine-2-carboxamide